2,N-dicyclohexyl-2-{2-[4-(1,1,2,2-tetrafluoro-ethoxy)-phenyl]-benzimidazol-1-yl}-acetamide C1(CCCCC1)C(C(=O)NC1CCCCC1)N1C(=NC2=C1C=CC=C2)C2=CC=C(C=C2)OC(C(F)F)(F)F